3-(3,3-difluoroazetidin-1-yl)-5-nitro-1-(tetrahydro-2H-pyran-2-yl)-1H-indazole FC1(CN(C1)C1=NN(C2=CC=C(C=C12)[N+](=O)[O-])C1OCCCC1)F